C(C)SC=1C(=NC=C(C1)C=1N=NN(C1)CC=C)C1=NC=2C(=NC=C(C2)C(C(F)(F)F)(F)F)N1C 3-(ethylsulfanyl)-2-[3-methyl-6-(1,1,2,2,2-pentafluoroethyl)imidazo[4,5-b]pyridin-2-yl]-5-[1-(prop-2-en-1-yl)-1,2,3-triazol-4-yl]pyridine